CC1CNCCC1O 3-methylpiperidin-4-ol